ClC=1C=C2C(=CN=C(C2=CN1)N1CC(C1)F)C(C)C 6-chloro-1-(3-fluoroazetidin-1-yl)-4-isopropyl-2,7-naphthyridine